C1(CC1)C[C@@H](C(=O)O)N1C(C2(CC1)N(CCCC2)C)=O (2S)-3-cyclopropyl-2-(6-methyl-1-oxo-2,6-diazaspiro[4.5]decan-2-yl)propanoic acid